FC(C(C(C(C(O)(F)F)(F)F)(F)F)(F)F)CC nonaFluoroheptanol